FC=1C2=C(C(=NC1)CC(C)C)NC(=N2)CN2C(C(=CC=C2C)NC([C@H](CC\C=C\S(=O)(=O)C)NC(OC)=O)=O)=O methyl (S,E)-(1-((1-((7-fluoro-4-isobutyl-3H-imidazo[4,5-c]pyridin-2-yl)methyl)-6-methyl-2-oxo-1,2-dihydropyridin-3-yl)amino)-6-(methylsulfonyl)-1-oxohex-5-en-2-yl)carbamate